FC(C(F)(F)F)(F)OCCOCCOCCOCCO tetraethylene glycol perfluoroethyl ether